4-(6-(6-cyano-8-fluoro-3,4-dihydroisoquinolin-2(1H)-yl)pyridin-2-yl)piperidine-1-carboxylic acid tert-butyl ester C(C)(C)(C)OC(=O)N1CCC(CC1)C1=NC(=CC=C1)N1CC2=C(C=C(C=C2CC1)C#N)F